N-(4-ethoxycarbonylphenyl)pivalamide C(C)OC(=O)C1=CC=C(C=C1)NC(C(C)(C)C)=O